ClC=1C(=NC=NC1)C1=CNC2=CC(=CC=C12)C 5-chloro-4-(6-methyl-1H-indol-3-yl)pyrimidin